BrC1=NN(C(=N1)C(C1=C(C(=C(C=C1)F)F)F)O)CCO 2-(3-bromo-5-(hydroxy(2,3,4-trifluorophenyl)methyl)-1H-1,2,4-triazol-1-yl)ethan-1-ol